4,4'-[spiro(xanthene-9,9'-fluorene)-3,6-diylbis(oxycarbonyl)]bisaniline C1=CC=CC=2C3=CC=CC=C3C3(C12)C1=CC=C(C=C1OC=1C=C(C=CC13)OC(=O)C1=CC=C(N)C=C1)OC(=O)C1=CC=C(N)C=C1